1-chloro-3-(vinyloxy)propane tert-butyl-(2S,3S)-3-hydroxy-2-(2-(hydroxymethyl)-6-(trifluoromethyl)pyridin-3-yl)piperidine-1-carboxylate C(C)(C)(C)OC(=O)N1[C@H]([C@H](CCC1)O)C=1C(=NC(=CC1)C(F)(F)F)CO.ClCCCOC=C